(E)-2-bromo-5-(buta-1,3-dien-1-yl)benzonitrile BrC1=C(C#N)C=C(C=C1)\C=C\C=C